CN1N=NC(=C1NC(O[C@H](C)C1=C(SC(=C1)Cl)Cl)=O)C1=NC=C(C=C1)NS(=O)(=O)C (R)-1-(2,5-dichlorothiophen-3-yl)ethyl (1-methyl-4-(5-(methylsulfonamido)pyridin-2-yl)-1H-1,2,3-triazol-5-yl)carbamate